1-(7-benzoyl-9H-fluoren-2-yl)-2-hydroxy-2-methyl-propan-1-one C(C1=CC=CC=C1)(=O)C1=CC=C2C=3C=CC(=CC3CC2=C1)C(C(C)(C)O)=O